N-((5-fluoro-2,3-dihydrobenzofuran-4-yl)methyl)-8-(4-((methylamino)methyl)phenyl)pyrido[3,4-d]pyridazin-5-amine FC=1C=CC2=C(CCO2)C1CNC1=NC=C(C=2C1=CN=NC2)C2=CC=C(C=C2)CNC